3,3-diethoxy-1-nitropropane C(C)OC(CC[N+](=O)[O-])OCC